CC(CCC(=O)C(C(=O)[O-])(C)SC)C α-dimethylbutyryl-S-methyl-mercaptopropionate